2-Fluoro-4-(8,9,10,11-tetrahydro-3H-pyrazolo[4,3-a]phenanthridin-7-yl)benzonitrile FC1=C(C#N)C=CC(=C1)C1=NC2=CC=C3C(=C2C=2CCCCC12)C=NN3